(S)-1-(2-((tert-Butoxycarbonyl)(methyl)amino)-3-cyclopentyl-N-methylpropanamido)cyclopropane-1-carboxylic acid C(C)(C)(C)OC(=O)N([C@H](C(=O)N(C)C1(CC1)C(=O)O)CC1CCCC1)C